N1(CCCC1)C(=O)OC1=CC(=C(C=C1)C=1N=C2SC3=C(N2C1)C=CC(=C3)C(NC3CN(C3)C)=O)F (3-fluoro-4-(7-((1-methylazetidin-3-yl) carbamoyl) benzo[d]imidazo[2,1-b]thiazol-2-yl) phenyl) pyrrolidine-1-carboxylate